N-(5-(3'-Methyl-2'-oxo-2',3'-dihydro-spiro[cyclobutane-1,1'-pyrrolo[2,3-c]quinolin]-8'-yl)-2-(4-methylpiperazin-1-yl)pyridin-3-yl)cyclopropanesulfonamide hydrochloride Cl.CN1C(C2(C3=C1C=NC=1C=CC(=CC31)C=3C=C(C(=NC3)N3CCN(CC3)C)NS(=O)(=O)C3CC3)CCC2)=O